FC1=C(C(=CC=C1)F)C=1NC2=C(C3=C(N1)C(=NN3)C)C=C(N=C2)N2CCC3(COC3)CC2 7-(5-(2,6-difluorophenyl)-3-methyl-1,6-dihydropyrazolo[4,3-d]pyrido[4,3-f][1,3]diazepin-9-yl)-2-oxa-7-azaspiro[3.5]nonane